tert-butyl 2'-(4-(4-amino-3-(4-phenoxyphenyl)-1H-pyrazolo[3,4-d]pyrimidin-1-yl)piperidin-1-yl)-7,7'-diaza[2,7'-bispiro[3.5]nonane]-7-carboxylate NC1=C2C(=NC=N1)N(N=C2C2=CC=C(C=C2)OC2=CC=CC=C2)C2CCN(CC2)C2CC1(C2)CCN(CC1)C1CC2(C1)CCN(CC2)C(=O)OC(C)(C)C